t-amylperoxy trimethylhexanoate CC(CCCCC(=O)OOOC(C)(C)CC)(C)C